ClC1=C(C=CC(=C1)OC)C1=C(C=CC=C1)S 2-chloro-4-methoxyphenylthiophenol